6-(4-(diphenylamino)phenyl)-1,3,5-triazine-2,4(1H,3H)-dione C1(=CC=CC=C1)N(C1=CC=C(C=C1)C1=NC(NC(N1)=O)=O)C1=CC=CC=C1